5-amino-4-(2-methylphenyl)-1,2-dihydro-3H-pyrazol-3-one NC1=C(C(NN1)=O)C1=C(C=CC=C1)C